CO[C@@H]1C[C@@H](CC1)NC=1C2=C(N=C(N1)C=1N(C=CN1)CCOC)SC(=C2C2=CC=CC=C2)C2=NN(C=C2)C |r| Rac-N-((1R,3S)-3-methoxycyclopentyl)-2-(1-(2-methoxyethyl)-1H-imidazol-2-yl)-6-(1-methyl-1H-pyrazol-3-yl)-5-phenylthieno[2,3-d]pyrimidin-4-amine